3-((6-methoxypyridin-3-yl)methyl)azetidin-3-amine COC1=CC=C(C=N1)CC1(CNC1)N